NC(=O)[C@H](O)[C@@H](O)[C@H](O)[C@H](O)CO Amino-glucose